3-(2-chloro-6-methyl-4-pyridinyl)-2-(3-cyanophenyl)-N-[(3R)-pyrrolidin-3-yl]pyrazolo[1,5-a]pyrimidine-5-carboxamide ClC1=NC(=CC(=C1)C=1C(=NN2C1N=C(C=C2)C(=O)N[C@H]2CNCC2)C2=CC(=CC=C2)C#N)C